C/C/1=C\CCC(=C)[C@H]2CC([C@@H]2CC1)(C)C (-)-Caryophyllene